5-amino-1-((1s,3s)-3-(morpholinomethyl)cyclobutyl)-3-(2-phenylquinolin-7-yl)-1H-pyrazole-4-carboxamide NC1=C(C(=NN1C1CC(C1)CN1CCOCC1)C1=CC=C2C=CC(=NC2=C1)C1=CC=CC=C1)C(=O)N